(2R,6R)-N-(4-(5-cyclopropyl-6-methoxypyridin-2-yl)benzyl)-4-((R)-1-(3-fluoro-4-methylpyridin-2-yl)-3-methoxypropyl)-1-isobutyryl-6-methylpiperazine-2-carboxamide C1(CC1)C=1C=CC(=NC1OC)C1=CC=C(CNC(=O)[C@@H]2N([C@@H](CN(C2)[C@H](CCOC)C2=NC=CC(=C2F)C)C)C(C(C)C)=O)C=C1